N,N'-diethyl-N,N'-dicyclohexylmalonamide C(C)N(C(CC(=O)N(C1CCCCC1)CC)=O)C1CCCCC1